3-(5-(((1R,2S)-2-(3-(3,3-difluorocyclobutoxy)azetidin-1-yl)cyclohexyl)oxy)-1-oxoisoindolin-2-yl)piperidine-2,6-dione FC1(CC(C1)OC1CN(C1)[C@@H]1[C@@H](CCCC1)OC=1C=C2CN(C(C2=CC1)=O)C1C(NC(CC1)=O)=O)F